IC1=CC=C(C=C1)C(C(CCC)N1CCCC1)=O 1-(4-Iodophenyl)-2-pyrrolidin-1-yl-pentan-1-one